6-chloro-4-((2,5-dimethyl-4,5-dihydro-2H-[1,2,3]triazolo[4,5-c][1,7]naphthyridin-6-yl)amino)-N-(methyl-d3)nicotinamide ClC1=NC=C(C(=O)NC([2H])([2H])[2H])C(=C1)NC1=NC=CC=2C=3C(CN(C12)C)=NN(N3)C